O1CCC(CC1)N1C(NCC1)=O 3-(tetrahydro-2H-pyran-4-yl)imidazolidin-2-one